2-methyl-7-nitroquinoline CC1=NC2=CC(=CC=C2C=C1)[N+](=O)[O-]